N1CCC(CC1)C(CN1C[C@H]2N(C=3C(=NN=C(C3)C3=C(C=CC=C3)O)NC2)CC1)C 2-((6aS)-8-(2-(piperidin-4-yl)propyl)-6,6a,7,8,9,10-hexahydro-5H-pyrazino[1',2':4,5]pyrazino[2,3-c]pyridazin-2-yl)phenol